N-(4-fluoro-3-methoxy-phenyl)pyrazolo[1,5-a]pyridine-5-carboxamide FC1=C(C=C(C=C1)NC(=O)C1=CC=2N(C=C1)N=CC2)OC